C(C)(C)(C)OC(=O)N1C(CN(CC1)CC(=O)N1CC(C2=NC(=C(C=C21)CC2=CC=C(C=C2)F)O[Si](C)(C)C(C)(C)C)(C)C)C 4-(2-(5-((tert-butyldimethylsilyl)oxy)-6-(4-fluorobenzyl)-3,3-dimethyl-2,3-dihydro-1H-pyrrolo[3,2-b]pyridin-1-yl)-2-oxoethyl)-2-methylpiperazine-1-carboxylic acid tert-butyl ester